(Thiophen-2-yl)isonicotinamide S1C(=CC=C1)C1=C(C(=O)N)C=CN=C1